di-phenyl phosphate P(=O)(OC1=CC=CC=C1)(OC1=CC=CC=C1)[O-]